1-(4-(4-(((tetrahydro-2H-pyran-2-yl)oxy)methyl)-1H-1,2,3-triazol-1-yl)phenyl)ethan-1-amine O1C(CCCC1)OCC=1N=NN(C1)C1=CC=C(C=C1)C(C)N